(5s,8r)-1-[(6-chloro-3-pyridinyl)methyl]-2,3,5,6,7,8-hexahydro-9-nitro-5,8-epoxy-1H-imidazo[1,2-a]azepine ClC1=CC=C(C=N1)CN1CCN2C1=C([C@H]1CC[C@@H]2O1)[N+](=O)[O-]